N1=C(C=CC=C1NC=1SC=CN1)C1=NC=CC=C1 N-([2,2'-bipyridyl]-6-yl)thiazol-2-amine